COC=1C=C(C=CC1OC)C1=CC=2C=NC(=CC2N1C)C1CCN(CC1)C1CCN(CC1)C(=O)OCC ethyl 4-(2-(3,4-dimethoxyphenyl)-1-methyl-1H-pyrrolo[3,2-c]pyridin-6-yl)-[1,4'-bipiperidine]-1'-carboxylate